BrC=1C=C(C=CC1)C[C@@H](C(=O)NC)NC(=O)C1=CC(=NN1)C1=CC=C(C=C1)F (S)-N-(3-(3-bromophenyl)-1-(methylamino)-1-oxopropan-2-yl)-3-(4-fluorophenyl)-1H-pyrazole-5-carboxamide